BrC1=CC=C(C=C1)C(=O)C1=CC(=C(C(=C1)C(C)(C)C)O)C(C)(C)C (4-bromophenyl)(3,5-di-tert-butyl-4-hydroxyphenyl)methanone